CC1=NN(C(C1)=O)C1=CC(=C(C=C1)C)C 3-methyl-1-(3,4-dimethylphenyl)-2-pyrazolin-5-one